O1CCN(CC1)CCOC=1C=CC(=NC1)N 5-(2-morpholinoethoxy)pyridine-2-amine